C(C1=CC=CC=C1)OC1=C2CCN(CC2=C(C=C1)C(=O)OC)C(=O)OC(C)(C)C 2-tert-butyl 8-methyl 5-(benzyloxy)-3,4-dihydroisoquinoline-2,8(1H)-dicarboxylate